N-(1-(2,4-bis(trifluoromethyl)benzyl)-1H-pyrazol-4-yl)-2-bromothiazole-5-carboxamide FC(C1=C(CN2N=CC(=C2)NC(=O)C2=CN=C(S2)Br)C=CC(=C1)C(F)(F)F)(F)F